COC(/C=C/C=1C=C(C(=O)O)C=CC1)=O (E)-3-(3-methoxy-3-oxoprop-1-en-1-yl)benzoic acid